OC1C(COC1)NC(=O)C1=C(OC2=C1C=C(C=C2)OCC=2C(=NC=CC2)C(F)(F)F)C N-(4-Hydroxytetrahydrofuran-3-Yl)-2-Methyl-5-((2-(Trifluoromethyl)Pyridin-3-Yl)Methoxy)-Benzofuran-3-Carboxamide